CN(S(=O)(=O)NCC1=C(C=C(C=C1)C1=NOC(=N1)C(F)(F)F)F)C 3-[4-[(dimethylsulfamoylamino)methyl]-3-fluorophenyl]-5-(trifluoromethyl)-1,2,4-oxadiazole